C(N)(=N)N1CCC(=CC1)C1=CC(=C(C(=O)NC2=CC(=C(C=C2)N2CCN(CC2)C(N)=N)C)C=C1)Cl 4-(1-carbamimidoyl-1,2,3,6-tetrahydropyridin-4-yl)-N-(4-(4-carbamimidoylpiperazin-1-yl)-3-methylphenyl)-2-chlorobenzamide